8-amino-N-{4-[(4,4-difluoropiperidin-1-yl)carbonyl]phenyl}-4,4-dimethyl-4,5-dihydro-1H-pyrazolo[4,3-H]quinazoline-3-carboxamide NC1=NC=2C3=C(C(CC2C=N1)(C)C)C(=NN3)C(=O)NC3=CC=C(C=C3)C(=O)N3CCC(CC3)(F)F